OCCCCCCOC1=CC=C2C=CC(OC2=C1)=O 7-(6-hydroxy-hexyloxy)coumarin